2-((2-(4-cyanophenyl)-3,3,3-trifluoropropyl)amino)-2-phenylacetic acid ethyl ester C(C)OC(C(C1=CC=CC=C1)NCC(C(F)(F)F)C1=CC=C(C=C1)C#N)=O